CC[NH+](CC)CC.CC[NH+](CC)CC.CC1(C=C(C2=CC3=C(C=C2N1C)OC4=CC5=[N+](C(C=C(C5=CC4=C3C6=C(C(=C(C(=C6Cl)SCC(=O)NCCCCCC(=O)ON7C(=O)CCC7=O)Cl)Cl)C(=O)[O-])CS(=O)(=O)[O-])(C)C)C)CS(=O)(=O)[O-])C The molecule is a fluorescent dye of absorption wavelength 612 nm and emission wavelength 628 nm, derived from a heteropentacyclic ring system. It has a role as a fluorochrome. It is an organic heteropentacyclic compound and an organoammonium salt. It contains a triethylammonium ion and an Alexa Fluor 610-X(2-).